CS(=O)(=O)OCCOCCO[C@H](COC=1C=C2C(=CN1)N(N=C2C=2C=NN(C2)S(=O)(=O)C)C2OCCCC2)C 2-[2-[(1S)-1-methyl-2-[3-(1-methylsulfonylpyrazol-4-yl)-1-tetrahydropyran-2-yl-pyrazolo[3,4-c]pyridin-5-yl]oxy-ethoxy]ethoxy]ethyl methanesulfonate